C(=O)O.C(C)N(C(C1=C(C=CC(=C1)F)OC1=C(N=CN=N1)N1CC2(CN(C2)[C@H](CCNCC)C(C)C)CC1)=O)C(C)C (R)-N-ethyl-2-((5-(2-(1-(ethylamino)-4-methylpentan-3-yl)-2,6-diazaspiro[3.4]octan-6-yl)-1,2,4-triazin-6-yl)oxy)-5-fluoro-N-isopropylbenzamide formate